1-(4-{8-[(5-chloro-6-fluoro-1H-indazol-4-yl)oxy]-2-[(2R)-tetrahydrofuran-2-ylmethoxy]pyrido[3,4-d]pyrimidin-4-yl}piperazin-1-yl)prop-2-en-1-one ClC=1C(=C2C=NNC2=CC1F)OC1=NC=CC2=C1N=C(N=C2N2CCN(CC2)C(C=C)=O)OC[C@@H]2OCCC2